bis(1-octyloxy-2,2,6,6-tetramethylpiperidin-4-yl)sebacic acid C(CCCCCCC)ON1C(CC(CC1(C)C)C(C(=O)O)(CCCCCCCC(=O)O)C1CC(N(C(C1)(C)C)OCCCCCCCC)(C)C)(C)C